C(SSCC1=NC=CC=C1)C1=NC=CC=C1 4'-[dithio-bis(methylene)]di-pyridine